2-(3,5-dibromopyridin-2-yl)-6-ethoxy-2,5-dihydro-4H-pyrazolo[3,4-d]pyrimidin-4-one BrC=1C(=NC=C(C1)Br)N1N=C2N=C(NC(C2=C1)=O)OCC